N-(2-fluorobenzyl)-2-(3-(4-(2-morpholinoethoxy)phenyl)-2-oxoimidazolin-1-yl)acetamide FC1=C(CNC(CN2C(N(CC2)C2=CC=C(C=C2)OCCN2CCOCC2)=O)=O)C=CC=C1